C(C)OC(=O)C12CCC(N2CC2(C1)C(C2)(F)F)=O.C(C2=CC=CC=C2)C(CC(=O)O)CC(C)C(=O)OCC2=CC=C(C=C2)CCCC 2-benzylcarboxy-4-(4-butylbenzylcarboxy)pentane ethyl-2,2-difluoro-5'-oxodihydro-1'H,3'H-spiro[cyclopropan-1,2'-pyrrolizin]-7a'(5'H)-formate